FC1(C[C@@H]2[C@@H]([C@H](C[C@]1(N2)C)N(C=2N=NC(=CN2)C2=C(C=C(C=C2)N2C=NC=C2)O)C)OC)F 2-(3-(((1R,3S,4S,5R)-7,7-difluoro-4-methoxy-1-methyl-8-azabicyclo[3.2.1]octan-3-yl)(methyl)amino)-1,2,4-triazin-6-yl)-5-(1H-imidazol-1-yl)phenol